1-[1-[3-amino-6-(2-hydroxyphenyl)pyridazin-4-yl]pyrazol-4-yl]piperazin-2-one NC=1N=NC(=CC1N1N=CC(=C1)N1C(CNCC1)=O)C1=C(C=CC=C1)O